CC(=O)OC1=CC2=C(S1)CCN(C2)[C@@H](C3=CC=CC=C3F)C(=O)C4CC4.Cl The molecule is a hydrochloride obtained by reaction of (S)-prasugrel with one equivalent of hydrochloric acid (the racemic salt is a cardiovascular drug). It contains a (S)-prasugrel(1+). It is an enantiomer of a (R)-prasugrel hydrochloride.